C(C)(C)(C)OC(=O)N1C[C@H](OC2(CC2)C1)C(=O)O (S)-7-(tert-butoxycarbonyl)-4-oxa-7-azaspiro[2.5]octane-5-carboxylic acid